FC(C(=O)F)=O fluoro diketone